NC1=C2C(=C3C(=N1)C=C(S3)C)N(C(=N2)CCCC)CCCCNC(=O)C2CCC(CC2)CN2C(C=CC2=O)=O N-(4-(4-amino-2-butyl-7-methyl-1H-imidazo[4,5-d]thieno[3,2-b]pyridin-1-yl)butyl)-4-((2,5-dioxo-2,5-dihydro-1H-pyrrol-1-yl)methyl)cyclohexane-1-carboxamide